NC1=C2C(=NC(=N1)Cl)N(N=C2)CC=2C=CC(=C(CCN1C(C=CC(=C1)CO[Si](C)(C)C(C)(C)C)=O)C2)OC 1-(5-((4-amino-6-chloro-1H-pyrazolo[3,4-d]pyrimidin-1-yl)methyl)-2-methoxyphenethyl)-5-(((tert-butyldimethylsilyl)oxy)methyl)pyridin-2(1H)-one